Ethyl 2-(2,6-dichloro-4-((2,5-dioxo-3-(4-(trifluoromethyl)phenyl) imidazolidin-1-yl)methyl) phenoxy)-2-methylpropionate ClC1=C(OC(C(=O)OCC)(C)C)C(=CC(=C1)CN1C(N(CC1=O)C1=CC=C(C=C1)C(F)(F)F)=O)Cl